tert-butyl (S)-4-(7-(6-(bis(4-methoxybenzyl)amino)-3-(trifluoromethyl)pyridin-2-yl)-6-chloro-2-((4-methyl-4-azaspiro[2.4]heptan-5-yl)methoxy)quinazolin-4-yl)piperazine-1-carboxylate COC1=CC=C(CN(C2=CC=C(C(=N2)C2=C(C=C3C(=NC(=NC3=C2)OC[C@H]2N(C3(CC3)CC2)C)N2CCN(CC2)C(=O)OC(C)(C)C)Cl)C(F)(F)F)CC2=CC=C(C=C2)OC)C=C1